IC=1C=C(C(=CC1)O)O 4-iodobenzene-1,2-diol